C(C)(=O)[C@@]12C=CC([C@H]3[C@]14C=1C(=C(C=CC1C[C@H]2N(C)CC4)OC)O3)=O 14-acetyl-codeinone